10,12-tricosadiynol C(CCCCCCCCC#CC#CCCCCCCCCCC)O